Bis(4-bromophenyl)aniline BrC1=CC=C(C=C1)N(C1=CC=CC=C1)C1=CC=C(C=C1)Br